4-(2-aminoethyl)-2,6-difluorophenol NCCC1=CC(=C(C(=C1)F)O)F